(3aR,11aS)-6-cyclopropyl-8-fluoro-10-methyl-1-(6-methyl-4-(trifluoromethyl)pyridin-2-yl)-1,3a,4,5,10,11a-hexahydro-2H-benzo[b]pyrrolo[2,3-f][1,4]diazocine-2,11(3H)-dione C1(CC1)C1=CC(=CC2=C1NC[C@@H]1[C@@H](C(N2C)=O)N(C(C1)=O)C1=NC(=CC(=C1)C(F)(F)F)C)F